OCC=1C=C(C=C(C1)C(F)(F)F)C1=CC(=CC=C1)C=1N=C(SC1)NC(CNC(=O)C=1C=C(C=CC1)C(CNC(OC(C)(C)C)=O)(C)C)=O tert-butyl (2-(3-((2-((4-(3'-(hydroxymethyl)-5'-(trifluoromethyl)-[1,1'-biphenyl]-3-yl)thiazol-2-yl)amino)-2-oxoethyl)carbamoyl)phenyl)-2-methylpropyl)carbamate